cadmium dinitrate [N+](=O)([O-])[O-].[N+](=O)([O-])[O-].[Cd+2]